NC=1C=2N(C3=CC(=C(C=C3N1)F)C(=O)N1C(C[C@@H](CC1)C)C1=NC=C(C=C1)C(F)(F)F)C=NC2 (4-amino-7-fluoroimidazo[1,5-a]quinoxalin-8-yl)((4R)-4-methyl-2-(5-(trifluoromethyl)pyridin-2-yl)piperidin-1-yl)methanone